CC1(OB(OC1(C)C)/C=C/C1=CC=C(C=C1)C1=CC=C(C=C1)N)C (E)-4'-(2-(4,4,5,5-tetramethyl-1,3,2-dioxaborolan-2-yl)vinyl)-[1,1'-biphenyl]-4-amine